4-(3-iodo-7-methoxyimidazo[1,2-a]pyridin-6-yl)-1-methyl-1,4-azaphosphinane 4-oxide IC1=CN=C2N1C=C(C(=C2)OC)P2(CCN(CC2)C)=O